(6S)-6-(2-Chloro-3-{[6-(difluoromethoxy)pyridin-3-yl]-amino}phenyl)-3-(4,4-difluoro-cyclohexyl)-2-imino-6-methyl-hexahydropyrimidin-4-one ClC1=C(C=CC=C1NC=1C=NC(=CC1)OC(F)F)[C@@]1(CC(N(C(N1)=N)C1CCC(CC1)(F)F)=O)C